tert-butyl 4-methyl-2,6-dioxo-2,3-dihydropyrimidine-1(6H)-carboxylate CC=1NC(N(C(C1)=O)C(=O)OC(C)(C)C)=O